3-(4-chloro-7-isopropyl-6-methyl-7H-pyrrolo[2,3-d]pyrimidin-5-yl)-5-cyclopropylisoxazole-4-carboxylic acid methyl ester COC(=O)C=1C(=NOC1C1CC1)C1=C(N(C=2N=CN=C(C21)Cl)C(C)C)C